chloro-1-(2-(methylamino)-2-oxoethyl)-1H-pyrrolo[2,3-b]pyridine-4-carboxylic acid methyl ester COC(=O)C=1C2=C(N=CC1)N(C(=C2)Cl)CC(=O)NC